2,4-dichloro-N-methylpyrimidin-5-amine ClC1=NC=C(C(=N1)Cl)NC